N-({4-bromo-1-methyl-1H-pyrazolo[4,3-c]quinolin-7-yl}methyl)-N-(4-fluoro-2-methanesulfonylphenyl)-2-(trifluoromethyl)pyrimidine-5-carboxamide BrC1=NC=2C=C(C=CC2C2=C1C=NN2C)CN(C(=O)C=2C=NC(=NC2)C(F)(F)F)C2=C(C=C(C=C2)F)S(=O)(=O)C